NC1=C(C(=NN1C1=C(C=C(C=C1Cl)C(F)(F)F)Cl)C#N)I 5-amino-1-(2,6-dichloro-4-(trifluoromethyl)phenyl)-4-iodo-1H-pyrazole-3-nitrile